N-butyl-5-[6-(3,4-dimethoxyphenyl)pyrazin-2-yl]thiophen-3-formamide C(CCC)NC(=O)C1=CSC(=C1)C1=NC(=CN=C1)C1=CC(=C(C=C1)OC)OC